(S,E)-Methyl-6-(2,5-dichlorothiophen-3-carboxamido)-7-oxo-7-(2-oxo-1-(2-oxo-2-((1R,2S,4R)-1,7,7-trimethylbicyclo[2.2.1]heptan-2-ylamino)ethyl)-1,2-dihydropyridin-3-ylamino)hept-2-enoat COC(\C=C\CC[C@@H](C(NC=1C(N(C=CC1)CC(N[C@@H]1[C@@]2(CC[C@H](C1)C2(C)C)C)=O)=O)=O)NC(=O)C2=C(SC(=C2)Cl)Cl)=O